morpholin-2-ylmethanolate hydrochloride Cl.N1CC(OCC1)C[O-]